S-ethyl-isothiourea hydrogen sulfate S(=O)(=O)(O)O.C(C)SC(N)=N